methyl (R)-6-(2-((tert-butoxycarbonyl) amino)-3-phenylpropoxy)-2-(methylamino)-3-nitrobenzoate C(C)(C)(C)OC(=O)N[C@@H](COC1=CC=C(C(=C1C(=O)OC)NC)[N+](=O)[O-])CC1=CC=CC=C1